NC=1C=2N(C=CN1)C(=NC2C2=CC=C(C(=O)NC1=NC=CC=C1)C=C2)[C@H]2N(CCC2)C(CCSC2=C1C(N(C(C1=CC=C2)=O)C2C(NC(CC2)=O)=O)=O)=O 4-(8-amino-3-((2S)-1-(3-((2-(2,6-dioxopiperidin-3-yl)-1,3-dioxoisoindoline-4-yl)thio)propionyl)pyrrolidin-2-yl)imidazo[1,5-a]pyrazin-1-yl)-N-(pyridin-2-yl)benzamide